ClC=1C=C(C(=O)N)C=CC1C[C@@H](CNC(CC(C1(CC1)C(F)(F)F)C=1C=NC(=CC1)OC)=O)N(C)C 3-chloro-4-[(2S)-2-(dimethylamino)-3-[3-(6-methoxypyridin-3-yl)-3-[1-(trifluoromethyl)cyclopropyl]propanamido]propyl]benzamide